3-(5-(2-(1,3-Dioxan-2-yl)-1-methyl-1H-imidazol-4-yl)-1-oxoisoindolin-2-yl)piperidine-2,6-dione O1C(OCCC1)C=1N(C=C(N1)C=1C=C2CN(C(C2=CC1)=O)C1C(NC(CC1)=O)=O)C